C(C)N(CC)C[Si](C=1C=C(C=C)C=CC1)(C)C 3-(diethylaminomethyldimethylsilyl)styrene